1-(3-bromo-5-nitropyridin-2-yl)ethan-1-one BrC=1C(=NC=C(C1)[N+](=O)[O-])C(C)=O